C(#N)C1=CC=C(C=C1)C1(C2C(C(=O)N(C2=O)C2=CC=CC=C2)=CC=C1)C1=CC=C(C=C1)C#N 3,3-bis(4-cyanophenyl)-N-phenylphthalimide